CC1(C(C(=CC2(CN(CCO2)C(=O)C2=CC(=NN2)C(F)(F)F)C1)C#N)=O)C 10,10-dimethyl-9-oxo-4-[3-(trifluoromethyl)-1H-pyrazole-5-carbonyl]-1-oxa-4-azaspiro[5.5]undec-7-ene-8-carbonitrile